FC(C1=NC=CC(=C1)N1CC2(CCN(C2)C(=O)OC(C)(C)C)CC1)(F)F tert-butyl 7-(2-(trifluoromethyl)pyridin-4-yl)-2,7-diazaspiro[4.4]nonane-2-carboxylate